N-allyl-5-[4,6-difluoro-1-(2-trimethylsilylethoxymethyl)indol-5-yl]oxy-2-vinyl-benzamidine C(C=C)NC(C1=C(C=CC(=C1)OC=1C(=C2C=CN(C2=CC1F)COCC[Si](C)(C)C)F)C=C)=N